FC1=CC=C(C=C1)C#C[SiH2]C=C(C)C 4-fluorophenylethynyl-dimethylvinylsilane